4-(1-naphthylethynyl)phthalic anhydride C1(=CC=CC2=CC=CC=C12)C#CC=1C=C2C(C(=O)OC2=O)=CC1